FC=1C=C(C=CC1F)[C@@]1(CN2[C@H](CO1)CN(CC2)C(=O)C=2C(=C(C=CC2)C2=CN=C(N2)C#N)Cl)O 5-[3-[(3R,9aS)-3-(3,4-difluorophenyl)-3-hydroxy-1,4,6,7,9,9a-hexahydropyrazino[2,1-c][1,4]oxazine-8-carbonyl]-2-chloro-phenyl]-1H-imidazole-2-carbonitrile